2-chloro-N-(1-methyl-1H-imidazol-4-yl)thieno[3,2-d]pyrimidin-4-amine ClC=1N=C(C2=C(N1)C=CS2)NC=2N=CN(C2)C